OCCC[C@@H]1CC[C@@H](N1C(=O)OC(C)(C)C)C(=O)OC 1-(tert-butyl) 2-methyl (2R,5S)-5-(3-hydroxypropyl)pyrrolidine-1,2-dicarboxylate